N-isopropylalanine C(C)(C)N[C@@H](C)C(=O)O